(+/-)-2-{4-[(3-{3-cyano-4-[(propan-2-yl)oxy]phenyl}-1H-pyrrolo[2,3-b]pyridin-4-yl)oxy]-3-(trifluoromethyl)anilino}-5-(hydroxymethyl)-5,6-dihydro-4H-1,3-oxazine-5-carbonitrile C(#N)C=1C=C(C=CC1OC(C)C)C1=CNC2=NC=CC(=C21)OC2=C(C=C(NC=1OC[C@](CN1)(C#N)CO)C=C2)C(F)(F)F |r|